3-acetyl-1-[(2R,4S,5R)-5-(chloromethyl)-5-(hydroxymethyl)-4-methoxyoxolan-2-yl]urea C(C)(=O)NC(N[C@@H]1O[C@@]([C@H](C1)OC)(CO)CCl)=O